FC=1C=CC(=NC1C)C1=NNC=C1C=1N=C2C=C(C=NC2=CC1)C=1NC(=C(N1)C)CCN 2-[2-[6-[3-(5-fluoro-6-methyl-2-pyridyl)-1H-pyrazol-4-yl]-1,5-naphthyridin-3-yl]-4-methyl-1H-imidazol-5-yl]ethanamine